2-[3-[[cyclopropyl(methyl)amino]methyl]azetidin-1-yl]-N-(8-fluoro-2-methyl-imidazo[1,2-a]pyridin-6-yl)pyrimidine-5-carboxamide C1(CC1)N(C)CC1CN(C1)C1=NC=C(C=N1)C(=O)NC=1C=C(C=2N(C1)C=C(N2)C)F